S1C=NC(=C1)C(=O)OCCCCN1N=C(C=2C(NCC3(CCOCC3)CC21)=O)CC 4-(3-ethyl-4-oxo-spiro[6,8-dihydro-5H-pyrazolo[4,3-c]azepine-7,4'-tetrahydropyran]-1-yl)butyl thiazole-4-carboxylate